(E)-dodeca-7-en-1-yl 2-fluoroacrylate FC(C(=O)OCCCCCC\C=C\CCCC)=C